N-((S)-1-((R)-3-(2-(4-(4-fluorophenyl)piperazin-1-yl)ethyl)-1-oxo-2,8-diazaspiro[4.5]decan-8-yl)-1-oxobutan-2-yl)acetamide FC1=CC=C(C=C1)N1CCN(CC1)CC[C@@H]1NC(C2(C1)CCN(CC2)C([C@H](CC)NC(C)=O)=O)=O